FC1=C(C=CC=C1)C1=CC2=CN(N=C2C=C1)C1CCN(CC1)C(C=C)=O 1-(4-(5-(2-fluorophenyl)-2H-indazol-2-yl)piperidin-1-yl)prop-2-en-1-one